tert-butyl (1-{6-chloro-2-[5-(2-methylphenyl)-2-oxo-1,2-dihydro-1,6-naphthyridin-3-yl]-1H-imidazo[4,5-c]pyridin-4-yl}piperidin-3-yl)carbamate ClC1=CC2=C(C(=N1)N1CC(CCC1)NC(OC(C)(C)C)=O)N=C(N2)C=2C(NC1=CC=NC(=C1C2)C2=C(C=CC=C2)C)=O